C(C1=CC=CC=C1)N1CC=2C(=C(N=C(C2CC1)N1C(CN(CC1)C(=O)OC(C)(C)C)C)Cl)C#N tert-butyl 4-(6-benzyl-3-chloro-4-cyano-5,6,7,8-tetrahydro-2,6-naphthyridin-1-yl)-3-methylpiperazine-1-carboxylate